O1C2=C(OCC1)C(=CC=C2)OCCN 2-((2,3-dihydrobenzo[b][1,4]dioxin-5-yl)oxy)ethan-1-amine